O[C@H]1C[C@@H](CCC1)NC=1SC2=C(N1)C=CC=C2C=2C=C(C=CC2)C2=CC=C(O2)P(O)(O)=O [5-[3-[2-[[(1R,3R)-3-hydroxycyclohexyl]amino]-1,3-benzothiazol-7-yl]phenyl]-2-furyl]phosphonic acid